IC=1C(=NC(=NC1OC)N)OC 5-iodo-4,6-dimethoxypyrimidine-2-amine